C(#N)C=1C=C(C=CC1OCC(C)C)C=1SC(=C(N1)C)C(=O)[O-] 2-(3-cyano-4-isobutoxyphenyl)-4-methylthiazole-5-carboxylate